O1C2=C(OC(C1([2H])[2H])([2H])[2H])C=C(C=C2)OC2CCN(CC2)C2=NC=1N(C=C2C)C(N(N1)[C@H]1COCC1)=O (R)-7-(4-((2,3-dihydrobenzo[b][1,4]dioxin-6-yl-2,2,3,3-d4)oxy)piperidin-1-yl)-6-methyl-2-(tetrahydrofuran-3-yl)-[1,2,4]triazolo[4,3-a]pyrimidin-3(2H)-one